COC(C1=C(C(=CC=C1)N1CC(C1)OC1=CC=C(C=C1)OC1OCCCC1)N1C=CC=C1)=O.NCCOCCC[Si](OCC)(OCC)OCC 3-(2-aminoethoxy)propyl-triethoxysilane Methyl-3-(3-(4-((tetrahydro-2H-pyran-2-yl)oxy)phenoxy)azetidin-1-yl)-2-(1H-pyrrol-1-yl)benzoate